CC=1C=C(C=CC1OC1=CC2=C(N(N=N2)C)C=C1)NC=1C2=C(N=CN1)C=CC(=N2)N2C1CN(CC2C1)C(C=C)=O 1-(6-(4-((3-methyl-4-((1-methyl-1H-benzo[d][1,2,3]triazol-5-yl)oxy)phenyl)amino)pyrido[3,2-d]pyrimidin-6-yl)-3,6-diazabicyclo[3.1.1]heptan-3-yl)prop-2-en-1-one